5-(5-Cyano-2-methoxyphenyl)-N-((3R,5S)-1-cyano-5-(methoxymethyl)pyrrolidin-3-yl)-1,3,4-oxadiazole-2-carboxamide C(#N)C=1C=CC(=C(C1)C1=NN=C(O1)C(=O)N[C@H]1CN([C@@H](C1)COC)C#N)OC